[Cl-].[Cl-].C[Si](=[Ti+2](C1C=CC2=CC=CC=C12)C1C=CC2=CC=CC=C12)C dimethylsilylenebis(indenyl)titanium dichloride